N-(4-isoprop-oxypyridin-2-yl)-3-(5-methoxy-pyridin-2-yl)-1,2,4-thiadiazol-5-amine C(C)(C)OC1=CC(=NC=C1)NC1=NC(=NS1)C1=NC=C(C=C1)OC